ClC=1C=NC(=NC1)NC(CN1C(C2=CC=C(C=C2[C@@]2([C@H](C2)F)C1)C1(CC1)F)=O)=O N-(5-Chloropyrimidin-2-yl)-2-[(2's,4r)-2'-fluoro-6-(1-fluorocyclopropyl)-1-oxospiro[3H-isoquinolin-4,1'-cyclopropan]-2-yl]acetamide